N-[2-(dimethylamino)ethyl]-1-(propan-2-yl)-1H-pyrazol-4-amine CN(CCNC=1C=NN(C1)C(C)C)C